O(C(=O)CCCCCCCCC)CCOC(=O)CCCCCCCCC ethylene biscaprate